O[C@@H](C(C)(C)O)[C@]1(N(CCC1)C(=O)OC(C)(C)C)C tert-butyl (S)-2-((R)-1,2-dihydroxy-2-methylpropyl)-2-methylpyrrolidine-1-carboxylate